8-Methyl-6-(1-piperidinylmethyl)-2-thieno[2,3-c]pyridin-5-yl-3H-quinazolin-4-one CC=1C=C(C=C2C(NC(=NC12)C=1C=C2C(=CN1)SC=C2)=O)CN2CCCCC2